N-(methyl-d3)-4-((6-methyl-5,6-dihydrobenzo[h][1,6]naphthyridin-7-yl-5,5-d2)amino)nicotinamide C(NC(C1=CN=CC=C1NC1=CC=CC2=C1N(C(C=1C=CC=NC21)([2H])[2H])C)=O)([2H])([2H])[2H]